C(C)(C)(C)OC(=O)N1[C@@H]([C@@H](C1)OC=1C=NC(=CC1)C(NC)=O)C.BrC1=NC2=CC=C(C=C2N=C1)C1=CC2=CN(N=C2C(=C1)C(F)(F)F)C 2-bromo-6-(2-methyl-7-(trifluoromethyl)-2H-indazol-5-yl)quinoxaline tert-butyl-(2R,3R)-2-methyl-3-{[6-(methylcarbamoyl)pyridin-3-yl]oxy}azetidine-1-carboxylate